C(C(C)C)C(CC(=O)N)CC(=O)O 3-isobutylglutaric acid monoamide